(R)-2-Fluoro-N-methyl-5-(1-(4-oxo-7-(5-(trifluoromethyl)-1H-pyrazol-4-yl)quinazolin-3(4H)-yl)ethyl)benzamide FC1=C(C(=O)NC)C=C(C=C1)[C@@H](C)N1C=NC2=CC(=CC=C2C1=O)C=1C=NNC1C(F)(F)F